OCC1C2=CC=CC=C2C=2C=CC=NC12 9-hydroxymethylazafluorene